tert-butyl-8-(hydroxymethylene)-6,6-dimethyl-7-oxo-2-azaspiro[4.4]nonane-2-carboxylate C(C)(C)(C)OC(=O)N1CC2(CC1)C(C(C(C2)=CO)=O)(C)C